C(C)(C)(C)OC(=O)C1=NC=C(C=C1S(=O)(=O)CC)N(C)C(C)=O 5-[acetyl-(methyl)amino]-3-ethylsulfonyl-pyridine-2-carboxylic acid tert-butyl ester